(S)-2-(2,5-difluoro-4-(6-((2-fluoro-4-(1-(tetrahydro-2H-pyran-4-yl)-1H-1,2,3-triazol-4-yl)benzyl)oxy)pyridin-2-yl)benzyl)-1-(oxetan-2-ylmethyl)-1H-benzo[d]imidazole-6-carboxylic acid FC1=C(CC2=NC3=C(N2C[C@H]2OCC2)C=C(C=C3)C(=O)O)C=C(C(=C1)C1=NC(=CC=C1)OCC1=C(C=C(C=C1)C=1N=NN(C1)C1CCOCC1)F)F